2-(4-(N,N-bis(4-methoxybenzyl)sulfamoyl)-1H-pyrazol-1-yl)-2-methyl-propionamide COC1=CC=C(CN(S(=O)(=O)C=2C=NN(C2)C(C(=O)N)(C)C)CC2=CC=C(C=C2)OC)C=C1